C(C)C(=CC(=O)O)CCC 3-ethyl-3-propylacrylic acid